CC=1C(C(=CCC1)C)=O 2,6-dimethylcyclohex-2,5-dien-1-one